ClC1=C(C=C(C=C1)NC(=O)NC1CCC=2NC3=CC(=CC(=C3C2C1)C(=O)N1CCOCC1)C(=O)N1CCOCC1)C(F)(F)F 1-(4-chloro-3-(trifluoromethyl)phenyl)-3-(5,7-bis(morpholine-4-carbonyl)-2,3,4,9-tetrahydro-1H-carbazol-3-yl)urea